9-(cis-4-bromocyclohexyl)-[1,2]oxaborinino[5,6-d]pyrrolo[2,3-b]pyridine-7(3H)-ol Br[C@H]1CC[C@H](CC1)C1=CB(OC=2C1=C1C(=NC2)NC=C1)O